C[C@H]1[C@H]([C@H]([C@@H]([C@@H](O1)O[C@H]2[C@@H]([C@H](OC([C@@H]2NC(=O)C)O)CO)O[C@H]3[C@@H]([C@H]([C@@H]([C@H](O3)CO)O[C@H]4[C@H]([C@H]([C@@H]([C@H](O4)CO[C@@H]5[C@H]([C@H]([C@@H]([C@H](O5)CO)O)O)O)O)O[C@@H]6[C@H]([C@H]([C@@H]([C@H](O6)CO)O)O)O)O[C@H]7[C@@H]([C@H]([C@@H](CO7)O)O)O)O)NC(=O)C)O)O)O The molecule is a branched heptasaccharide derivative consisting of a D-GlcNAc residue at the reducing end with a D-Man-alpha(1->6)-[D-Xyl-beta(1->2)-D-Man-alpha(1->3)]-D-Man-beta(1->4)-GlcNAc moiety attached via a beta-(1->4)-linkage and an L-Fuc residue attached via an alpha-(1->3)-linkage. It has a role as a carbohydrate allergen.